ClC=1C=C(OC2=C(C=C(C=C2)C2N(C(C=3NN=C(C32)C3=CC=CC=2NC(OC23)=O)=O)CC(C)(F)F)C)C=CC1OC(F)(F)F 7-[4-{4-[3-Chloro-4-(trifluoromethoxy)phenoxy]-3-methylphenyl}-5-(2,2-difluoropropyl)-6-oxo-1,4,5,6-tetrahydropyrrolo[3,4-c]pyrazol-3-yl]-1,3-benzoxazol-2(3H)-one